CCC=CC=CCC 3,5-octadiene